C(C)OC(CCC(=O)C1=NC(=CC=C1O)CC1=C(C=C(C=C1C)F)C)=O 4-[6-(4-fluoro-2,6-dimethyl-benzyl)-3-hydroxy-pyridin-2-yl]-4-oxo-butyric acid ethyl ester